4-(3-((1r,3R,5S,7r)-3,5-dimethyladamantan-1-yl)ureido)-3-fluorobenzoic acid methyl ester COC(C1=CC(=C(C=C1)NC(=O)NC12C[C@]3(C[C@](CC(C1)C3)(C2)C)C)F)=O